C(C=C)(=O)N1C[C@H](O[C@@H](C1)C1=CC(=NC(=C1)C1=NC=NC(=C1)C(NC)=O)Cl)CN(C(OCC1C2=CC=CC=C2C=2C=CC=CC12)=O)C trans-(9H-fluoren-9-yl)methyl ((4-acryloyl-6-(2-chloro-6-(6-(methylcarbamoyl) pyrimidin-4-yl)pyridin-4-yl)morpholin-2-yl)methyl)(methyl)carbamate